2-(2-Chloropyrimidin-4-yl)-1-benzofuran-6-carboxylic acid methyl ester COC(=O)C1=CC2=C(C=C(O2)C2=NC(=NC=C2)Cl)C=C1